Cl.Cl.CN(C1=C2C(NC=3C(=CC(=CC3C2=CC=C1)OC)C)=O)C 7-(dimethylamino)-2-methoxy-4-methyl-6(5H)-phenanthridinone dihydrochloride